diphenyl-pyrimidine iridium [Ir].C1(=CC=CC=C1)C1=CC(=NC=N1)C1=CC=CC=C1